benzyl (4-(4-amino-5-(4-((4-(trifluoromethyl)pyridin-2-yl)carbamoyl)phenyl)-7H-pyrrolo[2,3-d]pyrimidin-7-yl)bicyclo[2.2.1]heptan-1-yl)carbamate NC=1C2=C(N=CN1)N(C=C2C2=CC=C(C=C2)C(NC2=NC=CC(=C2)C(F)(F)F)=O)C21CCC(CC2)(C1)NC(OCC1=CC=CC=C1)=O